BrC=1C=2N(C=CC1C)C=C(N2)C(F)(F)F 8-Bromo-2-(trifluoromethyl)-7-methylimidazo[1,2-a]pyridine